3-(benzenesulfonyl)azetidine C1(=CC=CC=C1)S(=O)(=O)C1CNC1